7-fluoro-3-(3-(4-(4-(trifluoromethyl)phenyl)piperazin-1-yl)propyl)isoquinolin-1(2H)-one FC1=CC=C2C=C(NC(C2=C1)=O)CCCN1CCN(CC1)C1=CC=C(C=C1)C(F)(F)F